C(CCCCCCC)N=C1C=CN(C=C1)CCCCCCCC N,1-dioctylpyridin-4-imine